C[C@H]1N(CCOC1)C1=NC=2N(C(=N1)C1=CC=NN1C)C=NC2C2=CC=NN2 (R)-3-methyl-4-(4-(1-methyl-1H-pyrazol-5-yl)-8-(1H-pyrazol-5-yl)imidazo[1,5-a][1,3,5]triazin-2-yl)morpholine